bis[di-tert-butyl-(4-dimethylaminophenyl)phosphine] palladium dichloride [Pd](Cl)Cl.C(C)(C)(C)P(C1=CC=C(C=C1)N(C)C)C(C)(C)C.C(C)(C)(C)P(C1=CC=C(C=C1)N(C)C)C(C)(C)C